(R)-5-(2-oxo-2-((1,1,1-trifluoroprop-2-yl)amino)acetyl)-2,3-dihydro-1H-pyrrolizine-7-carboxylic acid O=C(C(=O)C=1N2CCCC2=C(C1)C(=O)O)N[C@@H](C(F)(F)F)C